(7R,14S)-1-(difluoromethoxy)-12-(4-(2,3-dihydroxypropoxy)cyclohexyl)-6-methyl-6,7-dihydro-7,14-methanobenzo[c]pyrido[1',2':1,5]pyrazolo[4,3-f]azocin-5(14H)-one FC(OC1=CC=CC=2C(N([C@H]3C=4C([C@@H](C21)C3)=C3N(N4)C=CC(=C3)C3CCC(CC3)OCC(CO)O)C)=O)F